N-(4-(1H-pyrazol-4-yl)benzyl)-2-ethynylthiazole-4-carboxamide N1N=CC(=C1)C1=CC=C(CNC(=O)C=2N=C(SC2)C#C)C=C1